tri(triethylsilyl)phosphite C(C)[Si](CC)(CC)OP(O[Si](CC)(CC)CC)O[Si](CC)(CC)CC